methyl-ureidoarginine CN([C@@H](CCCNC(N)=N)C(=O)O)NC(=O)N